6-(6-(4-(dimethoxymethyl)piperidin-1-yl)pyridin-3-yl)-1-fluoro-3-(tetrahydro-2H-pyran-2-yl)-3,6,7,8,9,10-hexahydrocyclohepta[e]indazol-6-ol COC(C1CCN(CC1)C1=CC=C(C=N1)C1(CCCCC=2C=3C(=NN(C3C=CC21)C2OCCCC2)F)O)OC